2-(5-amino-2-(furan-2-yl)-7H-pyrazolo[4,3-e][1,2,4]triazolo[1,5-c]pyrimidin-7-yl)-2-(m-tolyl)propionic acid methyl ester COC(C(C)(C=1C=C(C=CC1)C)N1N=CC=2C=3N(C(=NC21)N)N=C(N3)C=3OC=CC3)=O